OC1CCC(CC1)NC=1C2=C(NC(C1C=1NC=3C(=CC4=C(CCN(CC4)C)C3)N1)=O)C=C(S2)C 7-(((1S,4S)-4-hydroxycyclohexyl)amino)-2-methyl-6-(7-methyl-1,5,6,7,8,9-hexahydroImidazo[4',5':4,5]benzo[1,2-d]azepin-2-yl)thieno[3,2-b]pyridin-5(4H)-one